C1(CC1)C1=NC2=CC=C(C=C2C=C1)C1=CN=C(O1)[C@H](CCCCCC(CC)=O)NC(=O)[C@H]1CC12CCN(CC2)CC (S)-N-((S)-1-(5-(2-Cyclopropylchinolin-6-yl)oxazol-2-yl)-7-oxononyl)-6-ethyl-6-azaspiro[2.5]octan-1-carboxamid